OC1=C(C(=O)N2CC3=CC=CC(=C3C2)N(C(\C=C\CN(CC)CC)=O)CC=2C=NN(C2)C)C=CC(=C1)O (E)-N-(2-(2,4-Dihydroxybenzoyl)isoindolin-4-yl)-4-(diethylamino)-N-((1-methyl-1H-pyrazol-4-yl)methyl)but-2-enamide